2-methoxy-5-[[2-[(2R,5S)-5-methyl-2-(1H-thieno[2,3-c]pyrazol-5-yl)-1-piperidyl]-2-oxo-acetyl]amino]pyridine-3-carboxamide COC1=NC=C(C=C1C(=O)N)NC(C(=O)N1[C@H](CC[C@@H](C1)C)C1=CC2=C(NN=C2)S1)=O